NC=1C2=C(N=CN1)N(C(=C2C2=CC(=C(C=C2)OC=2C=C(C=CC2)C)OC)C=2C=NN(C2)C2CCN(CC2)C(C=C)=O)C 1-(4-(4-(4-amino-5-(3-methoxy-4-(m-tolyloxy)phenyl)-7-methyl-7H-pyrrolo[2,3-d]pyrimidin-6-yl)-1H-pyrazol-1-yl)piperidin-1-yl)prop-2-en-1-one